CC1=CC=CC(=N1)C1=C(N=CN1)C=1C=C2C=C(C=NC2=CC1)N1C[C@H](CC1)C(=O)OC1CCNCC1 piperidin-4-yl (S)-1-(6-(5-(6-methylpyridin-2-yl)-1H-imidazol-4-yl)quinolin-3-yl)pyrrolidine-3-carboxylate